N-{[4-(isoquinoline-4-sulfonyl)phenyl]methyl}furo[2,3-c]pyridine-2-carboxamide C1=NC=C(C2=CC=CC=C12)S(=O)(=O)C1=CC=C(C=C1)CNC(=O)C1=CC=2C(=CN=CC2)O1